pyrrolidinyloxy benzoate C(C1=CC=CC=C1)(=O)OON1CCCC1